1-[2-(3,3-difluoroazetidin-1-yl)-2-oxo-ethyl]-3-methyl-6-[3-(trifluoromethyl)phenyl]imidazo[4,5-b]pyridin-2-one FC1(CN(C1)C(CN1C(N(C2=NC=C(C=C21)C2=CC(=CC=C2)C(F)(F)F)C)=O)=O)F